S1C(=CC=C1)CCCC1=CC(=CC(=C1)CCCC=1SC=CC1)CCCC=1SC=CC1 1,3,5-tris(3-(thiophen-2-yl)propyl)benzene